2-(2,6-dioxo-3-piperidyl)-5-[3-[2-[2-(2-hydroxyethoxy)ethoxy]ethoxy]propyl]isoindoline-1,3-dione O=C1NC(CCC1N1C(C2=CC=C(C=C2C1=O)CCCOCCOCCOCCO)=O)=O